C[C@H]1[C@H]([C@H]([C@@H]([C@@H](O1)O[C@@H]2[C@H]([C@H]([C@H](O[C@H]2O[C@@H]3[C@H]([C@@H](O[C@@H]([C@H]3O)CO)O[C@H]4[C@H]([C@H](O[C@H]([C@@H]4O)O)CO)O)NC(=O)C)CO)O)O)O)O)O The molecule is a linear amino tetrasaccharide consisting of alpha-fucosyl, beta-galactosyl, beta-glucosaminyl and beta-galactose units connected via sequential (1->2)-, (1->3)- and (1->3)-linkages. It is an amino tetrasaccharide and a glucosamine oligosaccharide.